ethyl 5-(2-(4-(dimethylamino)benzamido)ethyl)isoxazole-3-carboxylate CN(C1=CC=C(C(=O)NCCC2=CC(=NO2)C(=O)OCC)C=C1)C